1-(2-chloropyrimidin-5-yl)urea ClC1=NC=C(C=N1)NC(=O)N